({(3S)-3-({N-[(4-methoxy-1H-indol-2-yl) carbonyl]-L-leucyl} amino)-2-oxo-4-[(3S)-2-oxopyrrolidin-3-yl] butyl} oxy) methylpropan-2-yl carbonate C(OOCC([C@H](C[C@H]1C(NCC1)=O)NC([C@@H](NC(=O)C=1NC2=CC=CC(=C2C1)OC)CC(C)C)=O)=O)(OC(CC)C)=O